trans-N-(4-fluoropyrrolidin-3-yl)-2,2-dimethyl-3-((3-(trifluoromethyl)pyridin-2-yl)oxy)propanamide F[C@H]1[C@@H](CNC1)NC(C(COC1=NC=CC=C1C(F)(F)F)(C)C)=O